3'-O-methyl-taxifolin-3-O-acetate COC=1C=C([C@H]2OC=3C=C(C=C(C3C([C@@H]2OCC(=O)[O-])=O)O)O)C=CC1O